C1CC(=O)N=C1 azolinone